COC1=CC(=C(C(=O)O)C=C1)OCC=C(C)C 4-methoxy-2-((3-methylbut-2-en-1-yl)oxy)benzoic acid